ClC1=CC=C(C=C1)N(S(=O)(=O)C)\C=C/C1=CC=CC=C1 (Z)-N-(4-chlorophenyl)-N-styrylmethanesulfonamide